NC=1N=NC(=CC1N1CC2CCC(C1)N2C2=NC=C(C=N2)C2CCC(CC2)N2CC1(C2)CC(C1)C(=O)O)C1=C(C=CC=C1)O 2-[4-[2-[3-[3-amino-6-(2-hydroxyphenyl)pyridazin-4-yl]-3,8-diazabicyclo[3.2.1]octan-8-yl]pyrimidin-5-yl]cyclohexyl]-2-azaspiro[3.3]heptane-6-carboxylic acid